The molecule is a glycoside composed of two beta-D-galactosyl residues and one galactitol unit all joined via (1->6)-linkages. It derives from a galactitol. C([C@@H]1[C@@H]([C@@H]([C@H]([C@@H](O1)OC[C@@H]2[C@@H]([C@@H]([C@H]([C@@H](O2)OC[C@H]([C@@H]([C@@H]([C@H](CO)O)O)O)O)O)O)O)O)O)O)O